2-(4-(((5-fluoro-6-(((6-methoxypyridin-3-yl)methyl)(methyl)amino)pyrimidin-4-yl)amino)methyl)-3-hydroxypiperidin-1-yl)acetamide FC=1C(=NC=NC1N(C)CC=1C=NC(=CC1)OC)NCC1C(CN(CC1)CC(=O)N)O